1-(2-Phenyloxazol-5-yl)ethan-1-one C1(=CC=CC=C1)C=1OC(=CN1)C(C)=O